COC=1C=C(CN2C=NC3=CC(=CC=C3C2=O)C2=CC=NN2C)C=CC1 3-(3-Methoxybenzyl)-7-(1-methyl-1H-pyrazol-5-yl)quinazolin-4(3H)-one